N[C@H]1CN(C[C@@H](C1)F)C(=O)C1=CC2=C(N(C(=N2)C=2N(C3=CC(=CC=C3C2)N2CCC3(CNC(O3)=O)CC2)CC2CC2)C)C(=C1)OC 8-(2-{5-[(3R,5R)-3-amino-5-fluoropiperidine-1-carbonyl]-7-methoxy-1-methyl-1H-1,3-benzodiazol-2-yl}-1-(cyclopropylmethyl)-1H-indol-6-yl)-1-oxa-3,8-diazaspiro[4.5]decan-2-one